1,1,3,3-tetramethyl-1,3-bis(3-aminobutyl)disiloxane C[Si](O[Si](CCC(C)N)(C)C)(CCC(C)N)C